FC=1C=C2CCN(CC2=CC1)C1=CC(=C(S1)NC(CC(C)(C)C)=O)C N-(5-(6-fluoro-3,4-dihydroisoquinolin-2(1H)-yl)-3-methylthiophene-2-yl)-3,3-dimethylbutyramide